ClC1=CC(=C(C=C1)COC1CNC1)F 3-[(4-chloro-2-fluoro-phenyl)methoxy]azetidine